NC1=NC=2C=CC(=CC2C2=C1[C@H](OC2)C)C(=O)N(CC2=NC=C(C=C2)C(F)(F)F)[C@H]2C[C@H](CCC2)O (3R)-4-amino-N-((1R,3S)-3-hydroxycyclohexyl)-3-methyl-N-((5-(trifluoromethyl)-2-pyridinyl)methyl)-1,3-dihydrofuro[3,4-c]quinoline-8-carboxamide